N1=C(N=C(N=C1C=1C=C2C=3C=C(C=CC3N(C2=CC1)C#N)C1=CC=CC=C1)C=1C=C2C=3C=C(C=CC3N(C2=CC1)C#N)C1=CC=CC=C1)C=1C=C2C=3C=C(C=CC3N(C2=CC1)C#N)C1=CC=CC=C1 6,6',6''-(1,3,5-triazine-2,4,6-triyl)tris(3-phenyl-9H-carbazole-9-carbonitrile)